2-((2-aminoethyl)amino)ethanol zirconium [Zr].NCCNCCO